(R)-4-(4,5-dimethyl-6-phenoxy-pyridazin-3-yl)-2-methyl-3,4,5,6-tetrahydro-2H-[1,2']bipyrazinyl-5'-carboxylic acid methyl ester COC(=O)C=1N=CC(=NC1)N1[C@@H](CN(CC1)C=1N=NC(=C(C1C)C)OC1=CC=CC=C1)C